N=1C=CN2C1C=C(C=C2)OCC21NCC(C2)C1 1-((imidazo[1,2-a]pyridin-7-yloxy)methyl)-2-azabicyclo[2.1.1]hexan